ClC1=CC=C(C=C1)C1=NN=C(C2=CC=CC=C12)NC1CN(CCC1)C(C)=O 1-(3-((4-(4-chlorophenyl)phthalazin-1-yl)amino)piperidin-1-yl)ethan-1-one